O1CCCC=2C1=NC=C(C2)C(=O)OC methyl 3,4-dihydro-2H-pyrano[2,3-b]pyridine-6-carboxylate